NC(C)(C)C1=CC=C(C=C1)C(=O)N1CCN(CC1)C1=CC=CC=C1 (4-(2-aminopropan-2-yl)phenyl)(4-phenylpiperazin-1-yl)methanone